[2H]C(N1C(=NC2=C1C(=CC=C2)F)C2=NON=C2C)(C=2C=NC=CC2)[2H] 3-[1-[bis-deutero(pyridin-3-yl)methyl]-7-fluoro-benzoimidazol-2-yl]-4-methyl-1,2,5-oxadiazole